C(C)(C)(C)OC(=O)N([C@@H](C(=O)OC)C(C)(C)C)C methyl (R)-2-((tert-butoxycarbonyl) (methyl) amino)-3,3-dimethylbutyrate